FC=1C=NC(=NC1)N1N=CC(=C1C(F)(F)F)C(=O)O 1-(5-fluoropyrimidin-2-yl)-5-(trifluoromethyl)-1H-pyrazole-4-carboxylic acid